N-(((S)-3-(4-((1R,5S)-3-thia-8-azabicyclo[3.2.1]oct-8-yl)-3-fluorophenyl)-2-oxooxazolidine-5-yl)methyl)butanamide manganese [Mn].[C@H]12CSC[C@H](CC1)N2C2=C(C=C(C=C2)N2C(O[C@H](C2)CNC(CCC)=O)=O)F